2-(7-(2,6-difluorophenyl)-9-methoxy-2-methyl-3-oxo-3,5-dihydro-2H-benzo[c]pyrido[3,4-e]azepin-5-yl)-N-ethylacetamide FC1=C(C(=CC=C1)F)C1=NC(C=2C(C3=C1C=C(C=C3)OC)=CN(C(C2)=O)C)CC(=O)NCC